ClC=1C=C(C=C(C1)Cl)C1(CC(=NO1)C1=CC(=C(C(=O)NCC(NCC(F)(F)F)=O)C=C1)C)C(F)(F)F 4-[5-(3,5-dichlorophenyl)-4,5-dihydro-5-(trifluoromethyl)-3-isoxazolyl]-2-methyl-N-[2-oxo-2-[(2,2,2-trifluoroethyl)amino]ethyl]-benzamide